OC=1C=C(C=NC1)OC1=CC(=C(OC2=CC=C(C(=O)N)C=C2)C=C1)S(=O)(=O)C 4-(4-((5-hydroxypyridin-3-yl)oxy)-2-(methylsulfonyl)phenoxy)benzamide